ClC=1C=CC(=NC1)N1N=C(N=C1C(C)NC(C1=CC(=CC(=C1)C(F)(F)F)Cl)=O)NC(OCCCC)=O Butyl N-[1-(5-chloro-2-pyridyl)-5-[1-[[3-chloro-5-(trifluoromethyl)benzoyl]amino]ethyl]-1,2,4-triazol-3-yl]carbamate